2-Ethylsulfanyl-N-[(3-fluorophenyl)-methyl]-6-[3-(2-methoxy-ethyl)-morpholin-4-yl]-4-methyl-pyridine-3-carboxylic acid amide C(C)SC1=NC(=CC(=C1C(=O)NCC1=CC(=CC=C1)F)C)N1C(COCC1)CCOC